O1CCN(CC1)S(=NS(=O)(=O)C1=CC=C(C=C1)[N+](=O)[O-])(=NC(C)(CC(C)(C)C)C)C1=C(C=CC=C1)C N-(Morpholino(o-tolyl)((2,4,4-trimethylpentan-2-yl)imino)-λ6-sulfaneylidene)-4-nitrobenzenesulfonamide